2-{[4-({6-[(4-cyano-2-fluorophenoxy)methyl]pyridin-2-yl}oxy)piperidin-1-yl]methyl}-3-{[(2S)-oxetan-2-yl]methyl}-3H-imidazo[4,5-b]pyridine-5-carboxylic acid C(#N)C1=CC(=C(OCC2=CC=CC(=N2)OC2CCN(CC2)CC2=NC=3C(=NC(=CC3)C(=O)O)N2C[C@H]2OCC2)C=C1)F